C(C)(=O)NC[C@H]1N(CCC2=CC=CC(=C12)O[C@@H]1CN(CC1)C(=O)C1=CN=CS1)C(=O)[C@H]1[C@H](CCCC1)C(=O)NC (1S,2r)-2-((S)-1-(acetamidomethyl)-8-(((S)-1-(thiazole-5-carbonyl)pyrrolidin-3-yl)oxy)-1,2,3,4-tetrahydroisoquinoline-2-carbonyl)-N-methylcyclohexane-1-carboxamide